Dodecyltrimethylammonium dimethyl-phosphate COP(=O)(OC)[O-].C(CCCCCCCCCCC)[N+](C)(C)C